5-(4-amino-1H-pyrazol-1-yl)-2-{6-[(2,2,6,6-tetramethylpiperidin-4-yl)oxy]pyridazin-3-yl}phenol NC=1C=NN(C1)C=1C=CC(=C(C1)O)C=1N=NC(=CC1)OC1CC(NC(C1)(C)C)(C)C